N-isopropyl-4-(5-methyl-6-(8-methyl-[1,2,4]triazolo[1,5-a]pyridin-6-yl)-1H-indazol-3-yl)cyclohexan-1-amine C(C)(C)NC1CCC(CC1)C1=NNC2=CC(=C(C=C12)C)C=1C=C(C=2N(C1)N=CN2)C